trichloro-2'-methoxydiphenyl ether COC1=CC=CC=C1OC2=C(C(=C(C=C2)Cl)Cl)Cl